1-iododibenzothiophene IC1=CC=CC=2SC3=C(C21)C=CC=C3